NC=1C2=C(N=CN1)N(C(=C2C2=CC=C(C=C2)C2CC2)C#CC2CN(C2)C2CCN(CC2)C(C=C)=O)C 1-[4-(3-[2-[4-amino-5-(4-cyclopropylphenyl)-7-methyl-7H-pyrrolo[2,3-d]pyrimidin-6-yl]ethynyl]azetidin-1-yl)piperidin-1-yl]prop-2-en-1-one